Dibutyl 3,4-epoxy-cyclohexane-1,2-dicarboxylate C1(C(C2C(CC1)O2)C(=O)OCCCC)C(=O)OCCCC